2-(6-(((1S,4S,5S,6R)-6-fluoro-2-azabicyclo[2.2.2]octan-5-yl)oxy)pyridazin-3-yl)-5-(4-methoxy-1,3,5-triazin-2-yl)phenol F[C@H]1[C@H]([C@@H]2CN[C@H]1CC2)OC2=CC=C(N=N2)C2=C(C=C(C=C2)C2=NC=NC(=N2)OC)O